CN1N=C(C(=C1)C1=CC=NC=C1)C1=CC=C(C=C1)O 4-[1-methyl-4-(4-pyridinyl)pyrazol-3-yl]phenol